NN1C(=C(C(C=C1)=O)OCC1=CC=CC=C1)C 1-amino-3-benzyloxy-2-methylpyridin-4(1H)-one